N[C@@H](CC1=CC=C(C=C1)O)C(=O)O (S)-tyrosine